O[C@H]1[C@H](C(C=C1C)(C)C)CO |r| (1RS,2SR)-(2-hydroxy-3,5,5-trimethyl-3-cyclopentenyl)methanol